C(C(C)C)OCOCC1(COC1)CC isobutoxymethyl-(3-ethyl-3-oxetanylmethyl)ether